4-((R)-3-((cyclopropylmethyl)amino)piperidin-1-yl)-1-(1-(4-(5-((2-hydroxyethyl)amino)pyridin-3-yl)-1H-1,2,3-triazol-1-yl)ethyl)pyridin C1(CC1)CN[C@H]1CN(CCC1)C1=CCN(C=C1)C(C)N1N=NC(=C1)C=1C=NC=C(C1)NCCO